C1(CC1)N1C=C(C2=C1C=NN(C2=O)CC(=O)N[C@@H](C)C2=CC=CC=C2)C (S)-2-(1-cyclopropyl-3-methyl-4-oxo-1,4-dihydro-5H-pyrrolo[2,3-d]pyridazin-5-yl)-N-(1-phenylethyl)acetamide